N-[(3S)-3-[(2,4-difluorophenyl)methyl]pentan-2-yl]-1-methyl-5-oxo-4H-1,2,4-triazole-3-carboxamide FC1=C(C=CC(=C1)F)C[C@@H](C(C)NC(=O)C1=NN(C(N1)=O)C)CC